C1CCC12CN(CC2)C=2C=C(C=CC2C(=O)N2C(CNCC2)C=2SC=CC2)NC(=O)C2CC2 N-[3-(6-azaspiro[3.4]octan-6-yl)-4-(2-thiophen-2-ylpiperazine-1-carbonyl)phenyl]cyclopropanecarboxamide